FC(CN1C(=NC=2C1=NC(=CC2)C=2C=CN1N=C(N=CC12)N[C@@H](CO)C)C)F (R)-2-((5-(3-(2,2-Difluoroethyl)-2-methyl-3H-imidazo[4,5-b]pyridin-5-yl)pyrrolo[2,1-f][1,2,4]triazin-2-yl)amino)propan-1-ol